racemic-5-((1S,2S)-2-(6-(2,4-dimethoxypyrimidin-5-yl)imidazo[1,2-b]pyridazin-8-yl)cyclopropyl)nicotinonitrile COC1=NC=C(C(=N1)OC)C=1C=C(C=2N(N1)C=CN2)[C@@H]2[C@H](C2)C=2C=NC=C(C#N)C2 |r|